C(C)(C)C1=C(C=C(C=C1)\C=C\C=1N(C=CN1)C)O (E)-2-isopropyl-5-[2-(1-methyl-1H-imidazol-2-yl)vinyl]phenol